C(C)(C)(C)OC(=O)N1CCC(CC1)C=1N=NN(C1C(=O)O)C 4-{1-[(tert-butoxy)carbonyl]piperidin-4-yl}-1-methyl-1H-1,2,3-triazole-5-carboxylic acid